2-chloro-N-(2-(dimethylamino)benzyl)-9-isopropyl-9H-purin-6-amine ClC1=NC(=C2N=CN(C2=N1)C(C)C)NCC1=C(C=CC=C1)N(C)C